N[C@H](C(=O)NC1=NC=C(C=C1)C1=C(C=NN1C)C(F)(F)F)C1CCC(CC1)C (S)-2-amino-N-(5-(1-methyl-4-(trifluoromethyl)-1H-pyrazol-5-yl)pyridin-2-yl)-2-((1r,4S)-4-methylcyclohexyl)acetamide